1-chloro-N,N,2-trimethylprop-1-en-ylamine ClC(=C(C)C)N(C)C